ACETYL-ISOEUGENOL C(C)(=O)C1=C(C(=CC(=C1)C=CC)OC)O